C(#C)C1=CC=C2CCNC2=C1 6-ethynyl-indoline